FC=1C(=C(C=O)C=C(C1)F)C#C[Si](C)(C)C 3,5-difluoro-2-(2-trimethylsilylethynyl)benzaldehyde